1-carboxy-N-(3-iodo-5-(1,2,4,5-tetrazin-3-yl)benzyl)methanaminium 2,2,2-trifluoroacetate FC(C(=O)[O-])(F)F.C(=O)(O)C[NH2+]CC1=CC(=CC(=C1)C=1N=NC=NN1)I